(5-fluoro-1-allyl-2-oxoindolin-3-ylidene)hydrazinodithio-carboxylic acid methyl ester CSC(=S)NN=C1C(N(C2=CC=C(C=C12)F)CC=C)=O